CC1(OC2=C(C1)C=CC=C2C(=O)N)C 2,2-dimethyl-2,3-dihydro-1-benzofuran-7-carboxamide